2,3,4,7,8,9,10,11,12,13,14,15,16,17-tetradecahydro-1H-cyclopenta[a]phenanthren-3-yl N-(6-((tert-butoxycarbonyl)amino)hexanoyl)-N-(8-((tert-butoxycarbonyl)amino)octyl)glycinate C(C)(C)(C)OC(=O)NCCCCCC(=O)N(CC(=O)OC1CCC2C3CCC4CCCC4C3CC=C2C1)CCCCCCCCNC(=O)OC(C)(C)C